(S)-3-((1S,2R,3S,4R)-4-(4-amino-7H-pyrrolo[2,3-d]pyrimidin-7-yl)-2,3-dihydroxycyclopentyl)-6-chloroisobenzofuran-1(3H)-one NC=1C2=C(N=CN1)N(C=C2)[C@H]2[C@@H]([C@@H]([C@H](C2)[C@@H]2OC(C1=CC(=CC=C21)Cl)=O)O)O